CC(C)[C@H](C[C@H](C=C)C)O (3S,5R)-2,5-DIMETHYLHEPT-6-EN-3-OL